5-iodo-8-amino-1,7-naphthyridine IC1=C2C=CC=NC2=C(N=C1)N